2-(adamantan-1-ylthio)-N-[1-oxo-4-(trifluoromethyl)phthalazin-2(1H)-yl]acetamide C12(CC3CC(CC(C1)C3)C2)SCC(=O)NN2C(C3=CC=CC=C3C(=N2)C(F)(F)F)=O